1-[2-fluoro-4-methyl-5-[(2,2,2-trifluoroethyl)sulfanyl]phenyl]thiourea FC1=C(C=C(C(=C1)C)SCC(F)(F)F)NC(=S)N